5-[(4-chlorophenyl)methyl]pyrimido[5,4-c]pyridazine-6,8-dione ClC1=CC=C(C=C1)CN1C(NC(C=2N=NC=CC21)=O)=O